BrC=1C=C(C=CC1F)NC=C1COC(OC1)(C)C 5-(((3-bromo-4-fluorophenyl)amino)methylene)-2,2-dimethyl-1,3-dioxane